BrC1=C2CCNCC2=CC(=C1)OC 5-bromo-7-methoxy-1,2,3,4-tetrahydroisoquinoline